(S)-2-(1-amino-5-carbamoyl-4-(4-((4-methylpyridin-2-yl)carbamoyl)Phenyl)-1H-imidazol-2-yl)piperidine-1-carboxylic acid tert-butyl ester C(C)(C)(C)OC(=O)N1[C@@H](CCCC1)C=1N(C(=C(N1)C1=CC=C(C=C1)C(NC1=NC=CC(=C1)C)=O)C(N)=O)N